NC=1C2=C(N=CN1)N(C=C2C#C[Si](C)(C)C)C2CCC(CC2)=O 4-(4-amino-5-((trimethylsilyl)ethynyl)-7H-pyrrolo[2,3-d]Pyrimidin-7-yl)cyclohexan-1-one